N-(5-((6-((R)-3-(3-cyanophenyl)-isoxazolidine-2-yl)pyrimidine-4-yl)amino)-2-(4-((R)-4-cyclopropyl-3-methylpiperazine-1-yl)piperidine-1-yl)-4-methoxyphenyl)acrylamide C(#N)C=1C=C(C=CC1)[C@@H]1N(OCC1)C1=CC(=NC=N1)NC=1C(=CC(=C(C1)NC(C=C)=O)N1CCC(CC1)N1C[C@H](N(CC1)C1CC1)C)OC